OC1=C(C=C(C=C1)OC)/C=C/C(=O)C1=CC=CC=C1 (E)-3-(2-hydroxy-5-methoxyphenyl)-1-phenyl-2-propen-1-one